C(C)(C)(C)OC(=O)N1CCC(CC1)C=1C(=NC(=C(C1)\C=C\COS(=O)(=O)C)Cl)OC (E)-4-(6-chloro-2-methoxy-5-(3-((methylsulfonyl)oxy)prop-1-en-1-yl)pyridin-3-yl)piperidine-1-carboxylic acid tert-butyl ester